BrC1=C(N(C=C1)S(=O)(=O)[N-]C(=O)OC(C)(C)C)C=1N=NN(N1)COCC[Si](C)(C)C.[Na+] sodium {[3-bromo-2-(2-{[2-(trimethylsilyl)ethoxy]methyl}-2H-tetrazol-5-yl)-1H-pyrrol-1-yl]sulfonyl}[(tert-butoxy)carbonyl]azanide